ethyl-(mesitylcarbonyl)phenylphosphine oxide C(C)P(C1=CC=CC=C1)(C(=O)C1=C(C=C(C=C1C)C)C)=O